O1C=CC(C2=C1C=CC=C2)=O 1-benzopyran-4(4H)-one